2-oxo-1,2-dihydrospiro[benzo[d][1,3]oxazine-4,3'-pyrrolidine]-1'-carboxylate O=C1OC2(CN(CC2)C(=O)[O-])C2=C(N1)C=CC=C2